C1(CC1)[C@H](CC(=O)NC[C@H](CC1=CC=C(C=C1)O)N(C)C)C1=CC=CC=C1 (S)-3-cyclopropyl-N-((S)-2-(dimethylamino)-3-(4-hydroxyphenyl)propyl)-3-phenylpropionamide